C1(CC1)C(CC(=O)O)C1=CC(=NC=C1)OCC1CCN(CC1)C1=C2C(CCC2=CC(=C1)OC)=O 3-cyclopropyl-3-(2-((1-(6-methoxy-3-oxo-2,3-dihydro-1H-inden-4-yl)piperidin-4-yl)methoxy)pyridin-4-yl)propanoic acid